(R)-2-chloro-N-(1-ethylpiperidin-3-yl)acetamide ClCC(=O)N[C@H]1CN(CCC1)CC